4-{[3-(4-{[(3R,4S)-3-fluoro-1-[(2R)-2-hydroxy-3-methoxypropyl]piperidin-4-yl]amino}-1-(2,2,2-trifluoroethyl)-1H-indol-2-yl)prop-2-yn-1-yl]amino}-3-methoxybenzene-1-sulfonamide F[C@@H]1CN(CC[C@@H]1NC1=C2C=C(N(C2=CC=C1)CC(F)(F)F)C#CCNC1=C(C=C(C=C1)S(=O)(=O)N)OC)C[C@H](COC)O